C(#N)C(CNC(=O)[C@@H]1[C@H](C1)C1=CC=CC=C1)(C)C1=CC(=CC=C1)C(F)(F)F |r| rac-(1S,2S)-N-[2-cyano-2-[3-(trifluoromethyl)phenyl]propyl]-2-phenyl-cyclopropanecarboxamide